15-methyloxacyclopentadecan-2-one CC1CCCCCCCCCCCCC(O1)=O